tert-butyl (3S,5S)-1-(2-amino-5-(4-cyanopyridin-3-yl)phenyl)-5-(2-hydroxypropan-2-yl)pyrrolidin-3-ylcarbamate NC1=C(C=C(C=C1)C=1C=NC=CC1C#N)N1C[C@H](C[C@H]1C(C)(C)O)NC(OC(C)(C)C)=O